(R)-2-methyl-2-(3-methyl-6-(3-methylmorpholino)-1-(1H-pyrazol-3-yl)-1H-pyrrolo[2,3-b]pyridin-4-yl)propionitrile CC(C#N)(C)C1=C2C(=NC(=C1)N1[C@@H](COCC1)C)N(C=C2C)C2=NNC=C2